C(C)(C)(C)OC(=O)N[C@H](C(=O)O)CCNC (S)-2-((tert-Butoxycarbonyl)amino)-4-(methylamino)butanoic acid